N-(2-hydroxyethyl)-4-(2-(pyridazin-4-ylmethyl)-2H-tetrazol-5-yl)benzenesulfonamide OCCNS(=O)(=O)C1=CC=C(C=C1)C=1N=NN(N1)CC1=CN=NC=C1